CCCCCCCCCCCCCCCC[N+]1=CC=CC=C1 hexadecylpyridinium